1-(p-tolylmethyl)-2-(3-pyridyl)-3,6-dihydro-2H-pyridin C1(=CC=C(C=C1)CN1C(CC=CC1)C=1C=NC=CC1)C